1-{6-[(S)-3-piperidylamino]-2-pyridyl}-2-allyl-6-(p-chlorophenylamino)-1,2-dihydro-3H-1,2,5,7-tetraazainden-3-one N1C[C@H](CCC1)NC1=CC=CC(=N1)N1N(C(C2=CN=C(N=C12)NC1=CC=C(C=C1)Cl)=O)CC=C